N-benzyloxyoctahydrocyclopenta[c]pyrrole C(C1=CC=CC=C1)ON1CC2C(C1)CCC2